N1N=CN=C1[C@@H]1CN(CC1)C(=O)N1CC2(CN(C2)S(=O)(=O)C2=C(C=CC=C2)C(F)(F)F)C1 [(3S)-3-(1H-1,2,4-Triazol-5-yl)pyrrolidin-1-yl]-[2-[2-(trifluoromethyl)phenyl]sulfonyl-2,6-diazaspiro[3.3]heptan-6-yl]methanone